C(C)N(CCC=1C(=C(C2=CC=CC=C2C1)CC1=C(C=CC2=CC=CC=C12)OC)C(=O)N)CC (2-(diethylamino)ethyl)-1-((2-methoxynaphthalen-1-yl)methyl)-2-naphthalenamide